COC([C@@H](C1CC1)N)=O (R)-2-amino-2-cyclopropylacetic acid methyl ester